(R)-6-(4-((7-azaspiro[3.5]non-2-yl)oxy)-2,6-difluorophenyl)-5-chloro-N-(3-methylbutan-2-yl)-[1,2,4]triazolo[1,5-a]pyrimidin-7-amine C1C(CC12CCNCC2)OC2=CC(=C(C(=C2)F)C=2C(=NC=1N(C2N[C@H](C)C(C)C)N=CN1)Cl)F